(6S)-3-(1,1-dioxothiazetidin-2-yl)-6-methyl-N-(3,4,5-trifluorophenyl)-6,7-dihydro-4H-pyrazolo[1,5-a]pyrazine-5-carboxamide O=S1(N(CC1)C=1C=NN2C1CN([C@H](C2)C)C(=O)NC2=CC(=C(C(=C2)F)F)F)=O